C1(CCCC1)N1CCC(CC1)NC=1SC2=C(N1)C=CC(=C2)S(=O)(=O)N(C[C@H]([C@H](CC2=CC=CC=C2)NC([O-])=O)O)CC(C)C N-[(2S,3R)-4-[[2-[(1-cyclopentylpiperidin-4-yl)amino]-1,3-benzothiazol-6-yl]sulfonyl-(2-methylpropyl)amino]-3-hydroxy-1-phenylbutan-2-yl]carbamate